Diethyl ((4-chlorophenyl)(methyl)carbamoyl)-L-valyl-D-glutamate ClC1=CC=C(C=C1)N(C(=O)N[C@@H](C(C)C)C(=O)N[C@H](CCC(=O)OCC)C(=O)OCC)C